CN(C(C(=O)C=1C=C(C(=O)O)C=CC1)=O)C 3-(2-(dimethylamino)-2-oxoacetyl)benzoic acid